C(#N)C=1C=C(C=C(C1)F)COC=1C(=NC=C(C1)N1CC(C1)(F)F)C1=CC(=CN1C)C(=O)OC methyl 5-{3-[(3-cyano-5-fluorophenyl)methoxy]-5-(3,3-difluoroazetidin-1-yl)pyridin-2-yl}-1-methyl-1H-pyrrole-3-carboxylate